N-(1-methylazetidin-3-yl)-2-(4-(methylcarbamoyl)phenyl)benzo[d]imidazo[2,1-b]thiazole-7-carboxamide formate C(=O)O.CN1CC(C1)NC(=O)C1=CC2=C(N3C(S2)=NC(=C3)C3=CC=C(C=C3)C(NC)=O)C=C1